N-[(2-Amino-3-pyridyl)sulfonyl]-6-[2-(2-ethoxyethoxy)ethoxy]-2-[(4S)-2,2,4-trimethylpyrrolidin-1-yl]pyridin-3-carboxamid NC1=NC=CC=C1S(=O)(=O)NC(=O)C=1C(=NC(=CC1)OCCOCCOCC)N1C(C[C@@H](C1)C)(C)C